5-((1r,3r)-3-((4-((5-aminopyridin-2-yl)oxy)butyl)(methyl)amino)cyclobutoxy)-2-(2,6-dioxopiperidin-3-yl)isoindoline-1,3-dione NC=1C=CC(=NC1)OCCCCN(C1CC(C1)OC=1C=C2C(N(C(C2=CC1)=O)C1C(NC(CC1)=O)=O)=O)C